(R)-5-chloro-2-(6-((1-methylpiperidin-3-yl)amino)-1,2,4-triazin-3-yl)phenol ClC=1C=CC(=C(C1)O)C=1N=NC(=CN1)N[C@H]1CN(CCC1)C